FC=1C(=C(C=CC1F)[C@@H]1[C@H](S[C@@](C1)(C(F)(F)F)C)C(=O)NC=1C=CC2=C(B(OC2)O)C1)OC (2S,3R,5S)-3-(3,4-difluoro-2-methoxyphenyl)-N-(1-hydroxy-1,3-dihydrobenzo[c][1,2]oxaborol-6-yl)-5-methyl-5-(trifluoromethyl)tetrahydrothiophene-2-carboxamide